(p-chlorophenylamino)-2-methyl-1-[6-(4-piperidyloxy)-2-pyridyl]-1,2-dihydro-3H-1,2,5,7-tetraazainden-3-one ClC1=CC=C(C=C1)NC1=C2C(N(N(C2=NC=N1)C1=NC(=CC=C1)OC1CCNCC1)C)=O